1-Methyl-3-(7-Octadecyl-1-Phenylpentacosan-2-yl)-1H-Imidazol-3-ium Chlorid [Cl-].CN1C=[N+](C=C1)C(CC1=CC=CC=C1)CCCCC(CCCCCCCCCCCCCCCCCC)CCCCCCCCCCCCCCCCCC